N-[(1R,4r)-4-{2-[(R)-2-(5-fluoro-3-pyridyl)-2-hydroxyethylamino]-2-methylpropyl}cyclohexyl]acetamide FC=1C=C(C=NC1)[C@H](CNC(CC1CCC(CC1)NC(C)=O)(C)C)O